Di-Tert-Butyl 4-(2-(((benzyloxy)carbonyl)amino)acetamido)-4-(3-(tert-butoxy)-3-oxopropyl)heptanedioate C(C1=CC=CC=C1)OC(=O)NCC(=O)NC(CCC(=O)OC(C)(C)C)(CCC(=O)OC(C)(C)C)CCC(=O)OC(C)(C)C